ClC1=C(C#N)C(=CC=N1)NC1=C(C(=C(C=C1)OC1=CC=CC=C1)F)C 2-chloro-4-((3-fluoro-2-methyl-4-phenoxyphenyl)amino)nicotinonitrile